tert-butyl 4-[(6-{4-[1-(oxan-2-yl)pyrazol-4-yl]-1,3-benzothiazol-7-yl} pyridazin-3-yl)amino]piperidine-1-carboxylate O1C(CCCC1)N1N=CC(=C1)C1=CC=C(C2=C1N=CS2)C2=CC=C(N=N2)NC2CCN(CC2)C(=O)OC(C)(C)C